8-(3-methoxy-2,6-dimethylphenyl)-N6,N6,7-trimethylquinazoline-4,6-diamine COC=1C(=C(C(=CC1)C)C=1C(=C(C=C2C(=NC=NC12)N)N(C)C)C)C